5-[(4R,8R,9aS)-4-methyl-8-[4-[[(2R)-morpholin-2-yl]methyl]anilino]-1,3,4,6,7,8,9,9a-octahydropyrido[1,2-a]pyrazin-2-yl]-2-deuterio-quinoline C[C@@H]1CN(C[C@H]2N1CC[C@H](C2)NC2=CC=C(C=C2)C[C@@H]2CNCCO2)C2=C1C=CC(=NC1=CC=C2)[2H]